BrC1=CC=C2C(=C1F)OC[C@H]([C@]21N=C2N(C=C(C=C2OC(F)F)C(F)(F)F)C1)F (2'S,3S)-7-bromo-8'-(difluoromethoxy)-3,8-difluoro-6'-(trifluoromethyl)-3'H-spiro[chroman-4,2'-imidazo[1,2-a]pyridine]